1,4,7,10-tetramethylbenzenesulfonyl-1,4,7,10-tetraazacyclododecane CC1(CC=C(C=C1)C)S(=O)(=O)N1CCNCCN(CCN(CC1)C)C